7-(4-(4-(benzo[b]thiophen-4-yl)piperazin-1-yl)butoxy)-1-(morpholine-4-carbonyl)quinolin-2(1H)-one S1C2=C(C=C1)C(=CC=C2)N2CCN(CC2)CCCCOC2=CC=C1C=CC(N(C1=C2)C(=O)N2CCOCC2)=O